NC1=NC(=NO1)NCCCN(CCCCCCCC(=O)OCCC(CCCC)CCCC)CCCCCCCC(OCCC(CCCCC)CCCCC)=O 3-butylheptyl 8-((3-((5-amino-1,2,4-oxadiazol-3-yl)amino)propyl)(8-oxo-8-((3-pentyloctyl)oxy)octyl)amino)octanoate